C1=C2C(=C3C=C(C(=O)C(=C3OC2=C(C(=C1I)O)I)I)I)C4=C(C(=C(C(=C4Cl)Cl)Cl)Cl)C(=O)O The molecule is a xanthene dye that is fluorescein bearing bromine substituents at positions 2', 4', 5' and 7' (on the xanthene ring) and iodine substituents at position 2, 3, 4, and 5 (on the phenyl ring). The dipotassium salt is the biological stain 'rose bengal'. It has a role as a fluorochrome. It is a member of benzoic acids, a tetrachlorobenzene, a xanthene dye, a member of phenols and an organoiodine compound. It derives from a fluorescin. It is a conjugate acid of a rose bengal(2-).